N-(2-(3,3-dimethyl-2-(4-chlorophenyl)cyclobut-1-yl)phenyl)acetamide CC1(C(C(C1)C1=C(C=CC=C1)NC(C)=O)C1=CC=C(C=C1)Cl)C